NC=1C=2N(C3=CC(=CC=C3N1)C(=O)N(C1CCC3=CC(=CC=C13)C(F)(F)F)C)C=CC2 4-amino-N-methyl-N-(5-(trifluoromethyl)-2,3-dihydro-1H-inden-1-yl)pyrrolo[1,2-a]quinoxaline-8-carboxamide